3-hexenol lactate C(C(O)C)(=O)OCCC=CCC